allyl-methylimidazolium n-Butylpropionat C(CCC)OC(CC)=O.C(C=C)[N+]1=C(NC=C1)C